ClC=1C(=CC(=C(C1)NC1=NC=NC2=CC(=C(C=C12)NC(\C=C\[C@@H]1N(CCC1)C)=O)OC)OC)OC1=CC(=CC=C1)F (R,E)-N-(4-((5-chloro-4-(3-fluorophenoxy)-2-methoxyphenyl)amino)-7-methoxy-quinazolin-6-yl)-3-(1-methylpyrrolidin-2-yl)acrylamide